tert-butyl 2-(1-((2-methylimidazo[1,2-a]pyridin-6-yl) carbamoyl)-2,3-dihydro-1H-pyrrolo[2,3-b]pyridin-4-yl)-6-oxa-2,9-diazaspiro[4.5]decane-9-carboxylate CC=1N=C2N(C=C(C=C2)NC(=O)N2CCC=3C2=NC=CC3N3CC2(CC3)OCCN(C2)C(=O)OC(C)(C)C)C1